8-((2-chloropyrimidin-5-yl)methyl)-3-(4-(methylsulfanyl)phenyl)pyrido[2,3-d]pyrimidine-2,4(3h,8h)-dione ClC1=NC=C(C=N1)CN1C=CC=C2C1=NC(N(C2=O)C2=CC=C(C=C2)SC)=O